8-(4-(pyrrolidin-1-yl)phenyl)-2-(trifluoromethyl)chromeno[7,8-d]imidazol-6(1H)-one N1(CCCC1)C1=CC=C(C=C1)C=1OC2=C(C(C1)=O)C=CC=1N=C(NC12)C(F)(F)F